5-chloro-4-[2-(methanesulfonamido)-3-methoxy-anilino]pyrimidine ClC=1C(=NC=NC1)NC1=C(C(=CC=C1)OC)NS(=O)(=O)C